Bromonaphthalen BrC1=CC=CC2=CC=CC=C12